Cl[Si](O[Si](O[Si](Cl)(C)C)(C)C)(C)C 1,5-dichloro-hexamethyltrisiloxane